3-[(1-tert-butoxycarbonylpiperidine-4-carbonyl)amino]isoquinoline-6-carboxylic acid C(C)(C)(C)OC(=O)N1CCC(CC1)C(=O)NC=1N=CC2=CC=C(C=C2C1)C(=O)O